copper(II) acetate C(C)(=O)[O-].[Cu+2].C(C)(=O)[O-]